N-(pentan-2-yl)butane-1,4-diamine CC(CCC)NCCCCN